(S)-6-(1-(4,4-Difluorocyclohexyl)-5-(1,4-dimethyl-1H-1,2,3-triazol-5-yl)-1H-benzo[d]imidazol-2-yl)-1-(3,4-difluorophenyl)piperidin-2-one FC1(CCC(CC1)N1C(=NC2=C1C=CC(=C2)C2=C(N=NN2C)C)[C@@H]2CCCC(N2C2=CC(=C(C=C2)F)F)=O)F